O1CCC(CC1)CNC1=C(C=C(C=C1)S(=O)(=O)N)S(=O)(=O)C(F)(F)F 4-(((tetrahydro-2H-pyran-4-yl)methyl)amino)-3-((trifluoromethyl)sulfonyl)benzenesulfonamide